methyl 5-[5-(2-{[2-(2-amino-1,3-benzodiazol-1-yl)-2-methylpropyl] (ethyl) amino} ethoxy)-1-methylpyrazol-4-yl]-1-methyl-6-oxopyridine-3-carboxylate NC1=NC2=C(N1C(CN(CCOC1=C(C=NN1C)C1=CC(=CN(C1=O)C)C(=O)OC)CC)(C)C)C=CC=C2